C(C)[N+](CC)(CC)CC.F[B-](F)(F)F.[H+] tetrafluoroboric acid tetraethylammonium salt